5-((5-chloro-2-(methylsulfanyl)pyrimidin-4-yl)amino)-3-(3-hydroxy-3-methylbutyl)-1-methyl-1,3-dihydro-2H-benzo[d]imidazol-2-one ClC=1C(=NC(=NC1)SC)NC1=CC2=C(N(C(N2CCC(C)(C)O)=O)C)C=C1